1-((1-ethyl-1H-imidazol-5-yl)methyl)-N-(N-methylcarbamoyl)-1H-thieno[2,3-d]imidazole-5-carboxamide C(C)N1C=NC=C1CN1C=NC2=C1C=C(S2)C(=O)NC(NC)=O